2,3,4,5-tetra-sulfoxyamyl-sodium sulfate S(=O)(=O)(O)O.O(S(=O)(=O)O)C(C[Na])C(C(COS(=O)(=O)O)OS(=O)(=O)O)OS(=O)(=O)O